COC(=O)[C@H]1NC[C@@H](C1)OC1=CC=C(C=C1)F (2S,4R)-4-(4-fluorophenoxy)pyrrolidine-2-carboxylic acid methyl ester